7-(1-methyl-1H-pyrazol-3-yl)-6-nitroquinazoline CN1N=C(C=C1)C1=C(C=C2C=NC=NC2=C1)[N+](=O)[O-]